5-bromo-1-ethyl-1H-pyrrole-3-carboxylic acid methyl ester COC(=O)C1=CN(C(=C1)Br)CC